tert-butyl 7-{7-bromo-8-fluoro-6-iodo-2-[(1-methylpiperidin-4-yl) oxy] quinazolin-4-yl}-2,7-diazaspiro[3.5]nonane-2-carboxylate BrC1=C(C=C2C(=NC(=NC2=C1F)OC1CCN(CC1)C)N1CCC2(CN(C2)C(=O)OC(C)(C)C)CC1)I